ONC(=O)C1=NOC(=C1)CCNC(C1=CC=C(C=C1)OC(F)(F)F)=O N-hydroxy-5-(2-(4-(trifluoromethoxy)benzamido)ethyl)isoxazole-3-carboxamide